N-(5-bromo-2-((2-methoxybenzyl)amino)phenyl)propionamide BrC=1C=CC(=C(C1)NC(CC)=O)NCC1=C(C=CC=C1)OC